C(C)OC1=CC=C(C(=O)NC=2C=CC=C3C=CC(=NC23)C)C=C1 4-ethoxy-N-(2-methylquinolin-8-yl)benzamide